N-(6-(3-oxo-2-azabicyclo[2.2.1]heptan-2-yl)isoquinolin-3-yl)cyclopropanecarboxamide O=C1N(C2CCC1C2)C=2C=C1C=C(N=CC1=CC2)NC(=O)C2CC2